7,8-Dinitro-2,3,4,5-tetrahydro-1H-1,5-methano-3-benzazepine [N+](=O)([O-])C1=CC2=C(C3CNCC2C3)C=C1[N+](=O)[O-]